NCCCCCN(C(CCC(=O)NCCCCCN(C(CCC(=O)N)=O)O)=O)O N-[5-({4-[(5-aminopentyl)(hydroxy)amino]-4-oxobutanoyl}-amino)pentyl]-N-hydroxysuccinamide